2-(4-(5-chloro-2-(1H-tetrazol-1-yl)phenyl)-2,5-dioxapiperazin-1-yl)-3-cyclobutylpropionic acid ClC=1C=CC(=C(C1)N1CON(CO1)C(C(=O)O)CC1CCC1)N1N=NN=C1